2-(3,5-difluorophenoxy)-8-fluorobicyclo[4.2.0]octa-1,3,5-triene-7-ol FC=1C=C(OC2=C3C(C(C3=CC=C2)O)F)C=C(C1)F